pyrazoletriide tert-butyl-6-(6-(hydrazinecarbonyl)pyrazin-2-yl)-2,6-diazaspiro[3.4]octane-2-carboxylate C(C)(C)(C)OC(=O)N1CC2(C1)CN(CC2)C2=NC(=CN=C2)C(=O)NN.[N-]2N=[C-][C-]=C2